tert-butyl 4-(6-(3-((2-(trifluoromethyl)phenoxy)methyl)piperidin-1-yl)-1H-pyrazolo[3,4-b]pyrazin-1-yl)piperidine-1-carboxylate FC(C1=C(OCC2CN(CCC2)C2=CN=C3C(=N2)N(N=C3)C3CCN(CC3)C(=O)OC(C)(C)C)C=CC=C1)(F)F